C(C)N(CC)[Hf](C1C=CC=C1)(N(CC)CC)N(CC)CC tris(diethylamino)(cyclopentadienyl)hafnium